mono[2-(perfluorooctyl) ethyl] phosphate P(=O)(OCCC(C(C(C(C(C(C(C(F)(F)F)(F)F)(F)F)(F)F)(F)F)(F)F)(F)F)(F)F)([O-])[O-]